FC(C1=CC=C(C=C1)C1(COC1)C1CCNCC1)(F)F 4-[3-[4-(Trifluoromethyl)phenyl]oxetan-3-yl]piperidine